2,3,6-trifluoro-5-phenylamino-isonicotinic acid FC=1C(=C(C(=O)O)C(=C(N1)F)NC1=CC=CC=C1)F